C1(CCC1)CN(C(=O)OCC1=C(N=NN1C)C1=CC=C(C(=N1)C)O[C@H]1C[C@H]([C@@H]2C[C@@H]2C1)C(=O)O)C |r| (±)-(1R,2R,4R,6R)-4-((6-(5-((((cyclobutylmethyl)(methyl)carbamoyl)oxy)methyl)-1-methyl-1H-1,2,3-triazol-4-yl)-2-methylpyridin-3-yl)oxy)bicyclo[4.1.0]heptane-2-carboxylic acid